(2E)-2-[2-[[(E)-[4-bromo-2-(trifluoromethyl)phenyl]methyleneamino]oxymethyl]-3-methyl-phenyl]-2-methoxyimino-acetic acid methyl ester COC(/C(=N/OC)/C1=C(C(=CC=C1)C)CO/N=C/C1=C(C=C(C=C1)Br)C(F)(F)F)=O